FC(CCC(C(=O)O)NC(=O)C1(CCOCC1)C)(CCCCC1=NC=2NCCCC2C=C1)F 5,5-difluoro-2-(4-methyltetrahydro-2H-pyran-4-carboxamido)-9-(5,6,7,8-tetrahydro-1,8-naphthyridin-2-yl)nonanoic acid